CC1=NN=C(O1)CNC(=O)C1=NC=NC(=C1)C1=CC(=C(C=C1)Cl)Cl 6-(3,4-Dichloro-phenyl)-pyrimidine-4-carboxylic acid (5-methyl-[1,3,4]oxadiazol-2-ylmethyl)-amide